methyl (1r,4r)-4-((5-((6-(cyclohex-1-en-1-yl)-3-nitropyridin-2-yl)amino)pyridin-2-yl)carbamoyl)cyclohexane-1-carboxylate C1(=CCCCC1)C1=CC=C(C(=N1)NC=1C=CC(=NC1)NC(=O)C1CCC(CC1)C(=O)OC)[N+](=O)[O-]